C(C)N1CC2=C(NC=3C=CC=CC23)CC1 2-ethyl-2,3,4,5-tetrahydro-1H-pyrido[4,3-b]indole